1'-(1-Methyl-1H-pyrazol-5-yl)spiro[cyclobutane-1,3'-indolin]-2'-one CN1N=CC=C1N1C(C2(C3=CC=CC=C13)CCC2)=O